C(C)OC(=O)C1(CCCC1)CN (aminomethyl)cyclopentane-1-carboxylic acid ethyl ester